tert-Butyl exo-3-((4-((2-fluoro-3-methyl-4-((1-methyl-1H-benzo[d]imidazol-5-yl)oxy)phenyl)amino)pyrido[3,4-d]pyrimidin-6-yl)oxy)-8-azabicyclo[3.2.1]octane-8-carboxylate FC1=C(C=CC(=C1C)OC1=CC2=C(N(C=N2)C)C=C1)NC=1C2=C(N=CN1)C=NC(=C2)OC2CC1CCC(C2)N1C(=O)OC(C)(C)C